1-phenyl-3-phenyl-5-(4-isopropylphenyl)pyrazoline C1(=CC=CC=C1)N1NC(=CC1C1=CC=C(C=C1)C(C)C)C1=CC=CC=C1